N-(5-(cinnolin-4-yl)-2-methoxypyridin-3-yl)-2-hydroxy-2-(1H-imidazol-2-yl)-2-phenylacetamide N1=NC=C(C2=CC=CC=C12)C=1C=C(C(=NC1)OC)NC(C(C1=CC=CC=C1)(C=1NC=CN1)O)=O